lithium trifluoroethanol monomaleate trifluoroborate B(F)(F)F.C(\C=C/C(=O)[O-])(=O)[O-].FC(CO)(F)F.[Li+].[Li+]